ClC1=CC=C(C=C1)C=1C=CC2=C(CC=C(N2C)OC(=O)N2C(CCCC2)NC(=O)N2CCNCC2)C1.C(C)B(OC(C)C)CC diethyl-(isopropoxy)borane (4S)-6-(4-CHLORoPHENYL)-1-METHYL-4H-BENZOpyridin-2-yl-piperazine-1-carboxamido-piperidine-1-carboxylate